[2H]C1(C2N(C=3N1C(N=C(C3)OCC=3C=CC(=C(C#N)C3)F)=O)CCN(C2)S(=O)(=O)C)[2H] 5-(((11,11-Dideutero-2-(methylsulfonyl)-9-oxo-2,3,4,9,11,11a-hexahydro-1H-pyrazino[1',2':3,4]imidazo[1,2-c]pyrimidin-7-yl)oxy)methyl)-2-fluorobenzonitrile